CN(CCO)C1=CC=CC(=N1)C=O 6-(N-methyl-N-(2-hydroxyethyl)amino)pyridine-2-carbaldehyde